N1C=CC2=CC(=CC=C12)NNC(C(=O)OCC)C(C)=O ethyl 2-[2-(1H-indol-5-yl) hydrazino]-3-oxobutanoate